N1(N=CC=C1)C1=CC=C(C=N1)C(C)=O 1-(6-(1H-pyrazol-1-yl)pyridine-3-yl)ethan-1-one